(9S,10R)-9,10-epoxy-octadec-3,6-diyne CCC#CCC#CC[C@H]1[C@@H](CCCCCCCC)O1